C(C)(C)(C)OC(=O)N1CC2=C(N=C(N=C2)NC2=C(C=CC=C2)Cl)CC1 2-((2-Chlorophenyl)amino)-7,8-dihydropyrido[4,3-d]pyrimidine-6(5H)-carboxylic acid tert-butyl ester